(5-(2-(3,3-Dimethylazetidin-1-yl)acetamido)-2-methylpyridin-3-yl)-2-(4-methoxypyridin-3-yl)pyrazolo[5,1-b]thiazole-7-carboxamide CC1(CN(C1)CC(=O)NC=1C=C(C(=NC1)C)C=1N2C(SC1C=1C=NC=CC1OC)=C(C=N2)C(=O)N)C